tert-Butyl 5-(7-(4-cyanopyridin-2-yl)-5-cyclopropyl-7H-pyrrolo[2,3-d]pyrimidin-4-yl)-2,5-diazabicyclo[4.1.0]heptane-2-carboxylate C(#N)C1=CC(=NC=C1)N1C=C(C2=C1N=CN=C2N2CCN(C1CC21)C(=O)OC(C)(C)C)C2CC2